FC1([C@H]2[C@H](N([C@@H](C1)CC2)C(=O)C=2NC1=CC=CC(=C1C2)OC)C(=O)N[C@@H](/C=C\2/C(OCC2)=O)C[C@@H]2C(NCC2)=O)F (1R,3S,4R)-5,5-difluoro-2-(4-methoxy-1H-indole-2-carbonyl)-N-((R,E)-1-(2-oxodihydrofuran-3(2H)-ylidene)-3-((R)-2-oxopyrrolidin-3-yl)propan-2-yl)-2-azabicyclo[2.2.2]octane-3-carboxamide